3-[N-(1-naphthyl)-N-(9-Phenylcarbazole-3-yl)amino]-9-Phenylcarbazole C1(=CC=CC2=CC=CC=C12)N(C=1C=CC=2N(C3=CC=CC=C3C2C1)C1=CC=CC=C1)C=1C=CC=2N(C3=CC=CC=C3C2C1)C1=CC=CC=C1